NCC(C(C)C)NC=1C=C(C2=C(N=C(N=C2)NC2=CC=C(C=C2)N2CCN(CC2)C)N1)C#C[Si](C(C)C)(C(C)C)C(C)C N7-(1-amino-3-methylbutan-2-yl)-N2-[4-(4-methylpiperazin-1-yl)phenyl]-5-[2-(triisopropylsilyl)ethynyl]pyrido[2,3-d]pyrimidine-2,7-diamine